FC1=C(C(=O)OC)C(=CC(=C1[N+](=O)[O-])F)F methyl 2,4,6-trifluoro-3-nitrobenzoate